C(CCCCCCCCCCC)N1C=CC2=C1C=CS2(=O)=O N-dodecyldioxopyrrolothiophene